3,8-difluoro-2-oxo-1,2,3,4-tetrahydroquinoline-3-carboxylic acid ethyl ester C(C)OC(=O)C1(C(NC2=C(C=CC=C2C1)F)=O)F